2,4-bis(phenylsulfonyl)-5-methylphenol C1(=CC=CC=C1)S(=O)(=O)C1=C(C=C(C(=C1)S(=O)(=O)C1=CC=CC=C1)C)O